The molecule is an optically active form of lysinate having D-configuration. It has a role as a bacterial metabolite and a fungal metabolite. It is a conjugate base of a D-lysine. It is an enantiomer of a L-lysinate. C(CCN)C[C@H](C(=O)[O-])N